CN(CCN1N=CC(=C1)CN(CCCCCC(=O)OCCC(CCCCCC)CCCCCC)CCCCCC(=O)OCCC(CCCCCC)CCCCCC)C bis(3-hexylnonyl) 6,6'-(((1-(2-(dimethylamino)ethyl)-1H-pyrazol-4-yl)methyl)azanediyl)dihexanoate